C1C=C(C([In]1)Br)Cl 5-bromo-4-chloro-3-indole